2-methyl-[4-(methylthio)phenyl]-2-morpholinopropane-1-one CC(C(=O)C1=CC=C(C=C1)SC)(C)N1CCOCC1